2-{2-[(2,5-dimethylphenyl)methyl]phenyl}-2-methoxy-N-methylacetamide CC1=C(C=C(C=C1)C)CC1=C(C=CC=C1)C(C(=O)NC)OC